(1,3-dioxoisoindolin-2-yl) 3-(tert-butoxycarbonylamino)tetrahydrofuran-3-carboxylate C(C)(C)(C)OC(=O)NC1(COCC1)C(=O)ON1C(C2=CC=CC=C2C1=O)=O